N1(CCCC1)CCOC1=CC=CC=C1 4-[2-(pyrrolidin-1-yl)ethoxy]benzene